N1CCC(CC1)C1=NNC(=C1)C1=CC(=NC=C1)C(F)(F)F 4-(3-(piperidin-4-yl)-1H-pyrazol-5-yl)-2-(trifluoromethyl)pyridine